(S)-1-((Z)-((R)-3-(4-chlorophenyl)-4-phenyl-4,5-dihydro-1H-pyrazol-1-yl)(((4-chlorophenyl)sulfonyl)imino)methyl)pyrrolidine-3-sulfonamide ClC1=CC=C(C=C1)C1=NN(C[C@H]1C1=CC=CC=C1)\C(\N1C[C@H](CC1)S(=O)(=O)N)=N/S(=O)(=O)C1=CC=C(C=C1)Cl